FC1=C(C=C(C=C1)NC(=O)[C@@H]1[C@@H]([C@H]2CC[C@@H]1C2)NC(OC(C)(C)C)=O)C(F)(F)F tert-butyl ((1S,2R,3S,4R)-3-((4-fluoro-3-(trifluoromethyl)phenyl)carbamoyl)bicyclo[2.2.1]heptan-2-yl)carbamate